sulfosalicylic acid potassium salt [K+].[O-]C(=O)C=1C(O)=CC=C(S(=O)(=O)[O-])C1.[K+]